5-(4,4,5,5-Tetramethyl-1,3,2-dioxaborolane-2-yl)-2H-indazole CC1(OB(OC1(C)C)C1=CC2=CNN=C2C=C1)C